N-[3-(p-ethylbenzenesulfonyloxy)phenyl]-N'-[4-(p-ethylbenzenesulfonyloxy)phenyl]urea C(C)C1=CC=C(C=C1)S(=O)(=O)OC=1C=C(C=CC1)NC(=O)NC1=CC=C(C=C1)OS(=O)(=O)C1=CC=C(C=C1)CC